ClC1=C(C=CC=C1Cl)C1=NC2=C(NCCNC2=O)N=C1C (2,3-dichlorophenyl)-3-methyl-5,6,7,8-tetrahydro-9H-pyrazino[2,3-e][1,4]diazepin-9-one